1-(4-chloro-3,5-difluorobenzyl)-3-(3-(pyridin-4-yl)-1H-pyrazol-5-yl)urea ClC1=C(C=C(CNC(=O)NC2=CC(=NN2)C2=CC=NC=C2)C=C1F)F